16-oxo-hexadecanamide O=CCCCCCCCCCCCCCCC(=O)N